OC1=CC=C(C=C1)C1(C(C=CC(=C1)C(C)C)C(C)C)C1=CC=C(C=C1)O 2,2-bis-(4-hydroxyphenyl)-p-diisopropylbenzol